O=C1N(CCC(N1)=O)C=1C(=NC=C(C(=O)O)C1)C 5-(2,4-dioxotetrahydropyrimidin-1(2H)-yl)-6-methylnicotinic acid